3-(4-hydroxyphenyl)-8-methoxy-2-methyl-quinazolin-4(3H)-one OC1=CC=C(C=C1)N1C(=NC2=C(C=CC=C2C1=O)OC)C